C(#N)[C@H](CC1=CC=C(C=C1)C=1C=CC2=C(N(C(O2)=O)C)C1)NC(OC(C)(C)C)=O tert-butyl {(1S)-1-cyano-2-[4-(3-methyl-2-oxo-2,3-dihydro-1,3-benzoxazol-5-yl)phenyl]ethyl}carbamate